8-((2S,5R)-4-(1-(4-Fluoro-2-(methoxymethyl)phenyl)ethyl)-2,5-dimethylpiperazin-1-yl)-5-methyl-6-oxo-5,6-dihydro-1,5-naphthyridin-2-carbonitril FC1=CC(=C(C=C1)C(C)N1C[C@@H](N(C[C@H]1C)C1=CC(N(C=2C=CC(=NC12)C#N)C)=O)C)COC